1-{[rel-(2R,3S)-3-(2-chlorophenyl)-2-(2,4-difluorophenyl)oxetan-2-yl]Methyl}-1H-1,2,4-triazol-5-yl thiocyanate ClC1=C(C=CC=C1)[C@@H]1[C@@](OC1)(C1=C(C=C(C=C1)F)F)CN1N=CN=C1SC#N |o1:7,8|